ClC1=C(C(=O)N)C=CC(=C1)[N+](=O)[O-] 2-chloro-4-nitrobenzamide